Cl.NC=1C(=NC(=CN1)C=1C=NN(C1)C1CCN(CC1)CCCCCCN)C(=O)O[C@@H](C(=O)NC1=CC=C(C=C1)F)C1=CC=CC=C1 (R)-2-((4-fluorophenyl)amino)-2-oxo-1-phenylethyl 3-amino-6-(1-(1-(6-aminohexyl)piperidin-4-yl)-1H-pyrazol-4-yl)pyrazine-2-carboxylate hydrochloride